OC1=CC=CC=2CC3=CC=CC(=C3C(C12)=O)O 1,8-dihydroxyanthracen-9(10H)-one